BrC1=C(N(N=C1)C)C=1C=C(C=CC1OC)NC(=O)NC1=C(C=C(C=C1)Cl)Cl 1-[3-(4-Bromo-2-methyl-2H-pyrazol-3-yl)-4-methoxy-phenyl]-3-(2,4-dichloro-phenyl)-urea